(R)-2-cyclohexyl-1-(4'-fluoro-[1,1'-biphenyl]-4-yl)ethan-1-ol C1(CCCCC1)C[C@@H](O)C1=CC=C(C=C1)C1=CC=C(C=C1)F